C1(CCCCC1)C1=CC(=NC=N1)C1CCCCC1 dicyclohexylpyrimidine